ClC=1C=C2C(=CN=C(C2=CN1)OCC)C(C)=O 1-(6-chloro-1-ethoxy-2,7-naphthyridin-4-yl)ethan-1-one